N-(1-(5-bromo-4-chloropyridin-3-yl)-2-methylbut-3-en-1-yl)-2-methylpropane-2-sulfinamide BrC=1C(=C(C=NC1)C(C(C=C)C)NS(=O)C(C)(C)C)Cl